N-(3-(1-(4-(5-(difluoromethyl)-1,3,4-oxadiazol-2-yl)benzyl)-1H-1,2,3-triazol-4-yl)phenyl)pivalamide FC(C1=NN=C(O1)C1=CC=C(CN2N=NC(=C2)C=2C=C(C=CC2)NC(C(C)(C)C)=O)C=C1)F